ClC1=NC(=NC(=N1)C)N1CCC(CC1)C(=O)N1OCC[C@H]1C1=NC=CN=C1 [1-(4-Chloro-6-methyl-1,3,5-triazin-2-yl)-4-piperidyl]-[(3S)-3-pyrazin-2-ylisoxazolidin-2-yl]methanone